chlorooctadecatetraene ClC=CC=CC=CC=CCCCCCCCCCC